[1,1'-biphenyl]-2-yl(4-(2-(3,4-dihydroxy-5-methoxyphenyl)-1H-benzo[d]imidazol-5-yl)piperazin-1-yl)methanone C1(=C(C=CC=C1)C(=O)N1CCN(CC1)C1=CC2=C(NC(=N2)C2=CC(=C(C(=C2)OC)O)O)C=C1)C1=CC=CC=C1